N1(CC[C@@H]2[C@H]1CNCC2)C(=O)OC(C)(C)C tert-butyl (3aR,7aS)-2,3,3a,4,5,6,7,7a-octahydropyrrolo[2,3-c]pyridine-1-carboxylate